N-(2-aminoethyl)-2-[(2R)-4-[2-(2-aminopyridin-4-yl)-4-fluorobenzoyl]-2-ethylpiperazin-1-yl]-5-(2-ethoxypyridin-3-yl)benzamide NCCNC(C1=C(C=CC(=C1)C=1C(=NC=CC1)OCC)N1[C@@H](CN(CC1)C(C1=C(C=C(C=C1)F)C1=CC(=NC=C1)N)=O)CC)=O